FC1=CC=C(C=C1)NC(=O)C=1C(NN(CC1S)C=1C=NC(=CC1)C(F)(F)F)=O N-(4-fluorophenyl)-5-mercapto-3-oxo-1-(6-(trifluoromethyl)pyridin-3-yl)-1,2,3,6-tetrahydropyridazine-4-carboxamide